ClC1=C(N=C2N1C=CC(=C2)C(=O)O)C2=C(C=CC=C2C=2C=NN(C2)C)F 3-chloro-2-(2-fluoro-6-(1-methyl-1H-pyrazol-4-yl)phenyl)imidazo[1,2-a]pyridine-7-carboxylic acid